C(C)C(C(=O)O)(CBr)Br.BrC(C(=O)OCC)CBr Ethyl 2,3-dibromopropionate (Ethyl 2,3-dibromopropionate)